ClC1=CC=C(CCNC=2N=CC(=NC2)C(=O)OCC)C=C1 Ethyl 5-((4-chlorophenethyl)amino)pyrazine-2-carboxylate